Deoxy-2'-fluorocytidine F[C@H]1[C@@H](O[C@@H]([C@H]1O)CO)N1C(=O)N=C(N)C=C1